FC1=C(C=CC=C1F)[C@@H]1N(OCC1)C1=CC(=NC=N1)NC=1C(=CC(=C(C1)NC(C=C)=O)N1CCN(CC1)C(C)C)OC N-(5-((6-((R)-3-(2,3-difluorophenyl)isoxazolidine-2-yl)pyrimidine-4-yl)amino)-2-(4-isopropylpiperazine-1-yl)-4-methoxyphenyl)acrylamide